diisopropyl-bis(methoxymethyl)silane C(C)(C)[Si](COC)(COC)C(C)C